CN(S(=O)(=O)C=1C=C(C(=C(C(=O)NC=2SC(=C(N2)C)C)C1)N1CCCC1)F)C 5-(N,N-dimethylsulfamoyl)-N-(4,5-dimethylthiazol-2-yl)-3-fluoro-2-(pyrrolidin-1-yl)benzamide